CN1CCC(CC1)NC1CCC=2NC3=C(C=CC(=C3C2C1)C1=C(C=CC=C1)C)C(=O)N 3-((1-Methylpiperidin-4-yl)amino)-5-(o-tolyl)-2,3,4,9-tetrahydro-1H-carbazole-8-carboxamide